3,9-diazabicyclo[4.2.1]nonane-1-carboxylic acid tert-butyl ester C(C)(C)(C)OC(=O)C12CNCCC(CC1)N2